C(C)(=O)C1=C(C=C(C=C1)Cl)NN(C(C(=O)NC1(NC2=CC=CC=C2C1)C(=O)O)CC1=CC=CC=C1)C(C=O)=O 2-(2-(((2-acetyl-5-chlorophenyl)amino)-2-oxoacetylamino)-3-phenylpropionamido)-1H-indole-2-carboxylic acid